methyl 2-(2-isopropyl-6-(2-(2-(methyl(1-sulfamoylpiperidin-3-yl)-amino)ethoxy)pyridin-4-yl)phenyl)acetate C(C)(C)C1=C(C(=CC=C1)C1=CC(=NC=C1)OCCN(C1CN(CCC1)S(N)(=O)=O)C)CC(=O)OC